fluoropropyl perfluorovinyl ether FC(=C(F)F)OCCCF